3-[(4-{3-[(4-methyl-1,2,4-triazol-3-yl)methyl]oxetan-3-yl}-6-(6-{[(3S)-3-methylpiperidin-1-yl]methyl}-1-oxo-4-(trifluoromethyl)-3H-isoindol-2-yl)pyridin-2-yl)amino]propanenitrile CN1C(=NN=C1)CC1(COC1)C1=CC(=NC(=C1)N1C(C2=CC(=CC(=C2C1)C(F)(F)F)CN1C[C@H](CCC1)C)=O)NCCC#N